pyrrolopyrrole-2-formaldehyde N1=C(C=C2C1=CC=N2)C=O